C(C)OC(=O)C1(CCCC1)C1=CN=CN1C 1-methyl-1H-imidazol-5-yl-cyclopentane-1-carboxylic acid ethyl ester